(2S,3R)-2-(4,5-dihydroxy-2-methylphenyl)-5,7-dihydroxychroman-3-yl 3,4,5-trihydroxybenzoate OC=1C=C(C(=O)O[C@H]2[C@@H](OC3=CC(=CC(=C3C2)O)O)C2=C(C=C(C(=C2)O)O)C)C=C(C1O)O